C(#N)[C@H]1N(CCC1)C(CN1C[C@H](CC1)NC(=O)C1=COC2=C1C=CC(=C2)F)=O N-((S)-1-(2-((S)-2-cyanopyrrolidin-1-yl)-2-oxoethyl)pyrrolidin-3-yl)-6-fluorobenzofuran-3-carboxamide